4-[5-[3-(3-chlorophenyl)pyrazol-1-yl]-2-(3-pyridinyl)pyrazolo[1,5-a]pyrimidin-7-yl]morpholine ClC=1C=C(C=CC1)C1=NN(C=C1)C1=NC=2N(C(=C1)N1CCOCC1)N=C(C2)C=2C=NC=CC2